FC(CC=1C=C(N2C1C1=CC(=C(C=C1CC2)OC)C=2N=NN(N2)C)C(=O)OCC)(C)F ethyl 1-(2,2-difluoropropyl)-8-methoxy-9-(2-methyl-2H-tetrazol-5-yl)-5,6-dihydropyrrolo[2,1-a]isoquinoline-3-carboxylate